C(=O)O.C(#N)C1=NC2=CC(=NC=C2C=C1C=1C=NC(=CC1C)[C@@H](CCC)O)NC(=O)[C@@H]1[C@@H](C1)F (1R,2R)-N-(2-cyano-3-(6-((R)-1-hydroxybutyl)-4-methylpyridin-3-yl)-1,6-naphthyridin-7-yl)-2-fluorocyclopropane-1-carboxamide formate